FC1=C(C(=O)N([C@H]2CN(CCC2)C(=O)OC(C)(C)C)C2=NC=CC3=C2C=C(S3)C3=CC(=CC=C3)C(NC3=CC=CC=C3)=O)C=CC(=C1)C=1N=NN(C1)C tert-butyl (3R)-3-[[2-fluoro-4-(1-methyltriazol-4-yl)benzoyl]-[2-[3-(phenylcarbamoyl)phenyl]thieno[3,2-c]pyridin-4-yl]amino]piperidine-1-carboxylate